The molecule is an organic sodium salt that is the nmonosodium salt of ceftazidime, a cephalosporin having 7beta-[(2Z)-2-(2-amino-1,3-thiazol-4-yl)-2-{[(2-carboxypropan-2-yl)oxy]imino}acetyl]amino and 3-pyridinium-1-ylmethyl side-groups. It contains a ceftazidime. CC(C)(C(=O)[O-])O/N=C(/C1=CSC(=N1)N)\\C(=O)N[C@H]2[C@@H]3N(C2=O)C(=C(CS3)C[N+]4=CC=CC=C4)C(=O)[O-].[Na+]